C(C)(C)(C)OC(=O)N[C@H](C(=O)O)CC1=CC(=C(C=C1)O)F (S)-2-((tert-butoxycarbonyl)amino)-3-(3-fluoro-4-hydroxyphenyl)propanoic acid